COCC=1C=C(C=CC1)N1N=CC(=C1)C(C(=O)NC1=CC=NN1C(=O)OCCC)C propyl 5-(2-(1-(3-(methoxy methyl) phenyl)-1H-pyrazol-4-yl) propanamido)-1H-pyrazole-1-carboxylate